C(CCC)C1OCC2=CC=CC=C12 1-n-butyl-1,3-Dihydroisobenzofuran